C(CCC)C1=CC2=C(N=C(S2)NC(C2=CC(=CC=C2)C(F)(F)F)=O)C=C1 N-(6-butylbenzothiazol-2-yl)-3-(trifluoromethyl)benzamide